Tert-Butyl (2-((2-fluorophenyl)amino)-6-((5-methyl-2,3-dihydro-1H-inden-2-yl)carbamoyl)pyridin-4-yl)carbamate FC1=C(C=CC=C1)NC1=NC(=CC(=C1)NC(OC(C)(C)C)=O)C(NC1CC2=CC=C(C=C2C1)C)=O